ethyl 6-bromo-4-hydroxy-2-oxo-1-(2-(4-fluoropiperidin-1-yl)ethyl)-1,2-dihydro-1,8-naphthyridine-3-carboxylate BrC=1C=C2C(=C(C(N(C2=NC1)CCN1CCC(CC1)F)=O)C(=O)OCC)O